(phenyldibenzoselenophenyl)(diphenyltriazinyl)(pyridinyl)benzene C1(=CC=CC=C1)C1=C(C2=C([Se]C3=C2C=CC=C3)C=C1)C=1C(=C(C=CC1)C1=NC=CC=C1)C1=NN=NC(=C1C1=CC=CC=C1)C1=CC=CC=C1